2,4,8,10-tetraoxaspiro(5.5)undecane C1OCOCC12COCOC2